(R)-N-(4-chlorophenyl)-2-(2-(4-fluoro-5-methylisoxazol-3-yl)-2-azaspiro[3.3]heptan-6-yl)propanamide ClC1=CC=C(C=C1)NC([C@H](C)C1CC2(CN(C2)C2=NOC(=C2F)C)C1)=O